C(C=C)(=O)N1C[C@@H](N(CC1)C=1C=2C(N(C(N1)=O)C=1C(=NC=CC1C)C(C)C)=NC(=C1C2OCC1)C1=C(C=CC=C1O)F)C 9-((S)-4-propenoyl-2-methylpiperazin-1-yl)-4-(2-fluoro-6-hydroxyphenyl)-6-(2-isopropyl-4-methylpyridin-3-yl)-3,6-dihydrofuro[2',3':4,5]pyrido[2,3-d]pyrimidin-7(2H)-one